C(C)N1C(NC2=C(C(=CC=3C2=C1N=CN3)CN3CCN(CC3)C=3C=CCN(C3C)[C@@H]3CN(CC3)C)F)=O (S)-5-(4-((3-ethyl-9-fluoro-2-oxo-2,3-dihydro-1H-pyrimido[4,5,6-de]quinazolin-8-yl)methyl)piperazin-1-yl)-6-methyl-N-(1-methylpyrrolidin-3-yl)pyridine